N[C@H]1CN(CCC1)C(=O)C1=NN(C(=C1)C1=CC=C(C#N)C=C1)C1=CC=CC=C1 (R)-4-(3-(3-aminopiperidine-1-carbonyl)-1-phenyl-1H-pyrazol-5-yl)benzonitrile